4-benzyloxy-2-(2-chloro-3-quinolinyl)-1,5-naphthyridine C(C1=CC=CC=C1)OC1=CC(=NC2=CC=CN=C12)C=1C(=NC2=CC=CC=C2C1)Cl